7-bromo-5,8-dichloro-3,4-dihydroisoquinolin-1(2H)-one BrC1=CC(=C2CCNC(C2=C1Cl)=O)Cl